Br.NO hydroxylamine, hydrobromide